BrC1=CC(=C(C=C1)N[C@@H](C)C(=O)OC)OCC Methyl (4-bromo-2-ethoxyphenyl)alaninate